(S)-1-(6-(((4-((3-chloro-4-fluorophenyl)amino)-7-((tetrahydrofuran-3-yl)oxy)quinazolin-6-yl)amino)methyl)pyridazin-3-yl)dihydropyrimidine-2,4(1H,3H)-dione ClC=1C=C(C=CC1F)NC1=NC=NC2=CC(=C(C=C12)NCC1=CC=C(N=N1)N1C(NC(CC1)=O)=O)O[C@@H]1COCC1